N-{4-fluoro-3-[5-(trifluoromethyl)-2H-pyrazolo[3,4-b]pyridin-2-yl]phenyl}azetidine FC1=C(C=C(C=C1)N1CCC1)N1N=C2N=CC(=CC2=C1)C(F)(F)F